[3-((endo)-8-methyl-8-azabicyclo[3.2.1]oct-3-yl)-2,2-diphenyl-propyl]-urea CN1C2CC(CC1CC2)CC(CNC(=O)N)(C2=CC=CC=C2)C2=CC=CC=C2